4-{[dimethyl(oxo)-λ6-sulfanylidene]carbamoyl}benzoic acid CS(=O)(C)=NC(=O)C1=CC=C(C(=O)O)C=C1